C(CCCCCCCCC)(=O)[O-].N[C@@H](CCC(N)=O)C(=O)O.[Na+] sodium glutamine decanoate